O1[C@H](COCC1)COC1=NN(/C(/S1)=N/C(=O)C=1C=NC(=CC1C1=CC(=NC=C1OC)Cl)C)COC(CCC(=O)O)=O (R,Z)-4-((5-((1,4-dioxan-2-yl)methoxy)-2-((2'-chloro-5'-methoxy-6-methyl-[4,4'-bipyridine]-3-carbonyl)imino)-1,3,4-thiadiazol-3(2H)-yl)methoxy)-4-oxobutanoic acid